C1(=CC=CC=C1)N(C1=CC=C(C=C1)O)C1=CC=CC=C1 4-(diphenylamino)phenol